ClC1=CC=C(NC2=C(C(=NC(=N2)OCC(C)(C)O)N2CCC(CC2)(C(=O)N)OCC)[N+](=O)[O-])C=C1 1-[6-(4-chloroanilino)-2-(2-hydroxy-2-methyl-propoxy)-5-nitro-pyrimidin-4-yl]-4-ethoxy-piperidine-4-carboxamide